1-(1-(methylthio)isoquinolin-4-yl)ethan-1-one CSC1=NC=C(C2=CC=CC=C12)C(C)=O